N1(C=2N(C=C1)C=CN2)C2=C(C=C(C=C2)C)NC(=O)C2(CC2)C N-(2-(1H-imidazo[1,2-a]imidazol-1-yl)-5-methylphenyl)-1-methylcyclopropane-1-carboxamide